F[B-](F)(F)F.C1=CCCC=CCC1 (1,5-cyclooctadiene) tetrafluoroborate